1-[(2R)-2-(dimethylamino)-2-phenylacetyl]-N-{2-[4-(2-{(2S)-1-[(2R)-2-(dimethylamino)-2-phenylacetyl]pyrrolidin-2-yl}-1H-imidazol-5-yl)phenyl]-1H-indol-5-yl}-L-prolinamide CN([C@@H](C(=O)N1[C@@H](CCC1)C(=O)NC=1C=C2C=C(NC2=CC1)C1=CC=C(C=C1)C1=CN=C(N1)[C@H]1N(CCC1)C([C@@H](C1=CC=CC=C1)N(C)C)=O)C1=CC=CC=C1)C